ethyl (E)-3-(2-(2-oxoimidazolidin-1-yl)phenyl)acrylate hydrochloride Cl.O=C1N(CCN1)C1=C(C=CC=C1)/C=C/C(=O)OCC